1-(5-(6-chloro-3-(1H-imidazol-1-yl)-5-methoxy-1-methyl-1H-pyrrolo[3,2-b]pyridin-2-yl)-4H-1,2,4-triazol-3-yl)-2,2-difluoroethan-1-ol ClC=1C=C2C(=NC1OC)C(=C(N2C)C=2NC(=NN2)C(C(F)F)O)N2C=NC=C2